FC=1C=C(C=C(C1)F)NC(=O)C=1C=C2C(=NN(C2=CC1)C1OCCCC1)\C=C\C1=NC=CC=C1 (E)-N-(3,5-difluorophenyl)-3-(2-(pyridin-2-yl)vinyl)-1-(tetrahydro-2H-pyran-2-yl)-1H-indazole-5-amide